BrC=1C(=NC(=NC1Cl)SC)C1=C(C=CC=2NN=NC21)OC [5-bromo-6-chloro-2-(methylsulfanyl)pyrimidin-4-yl]-5-methoxy-1,2,3-benzotriazole